2-[4-(4-chlorophenyl-thio)-3-nitrophenyl]-7-hydroxythiazolo[5,4-d]pyrimidine ClC1=CC=C(C=C1)SC1=C(C=C(C=C1)C=1SC=2N=CN=C(C2N1)O)[N+](=O)[O-]